OC(C=O)C(C(CO)O)O 2,3,4,5-tetrahydroxypentanal